3-(2-Chloropyridin-4-yl)-1-(1-(6,7-difluoro-1-oxo-1,2-dihydroisoquinolin-4-yl)ethyl)-1-methylurea ClC1=NC=CC(=C1)NC(N(C)C(C)C1=CNC(C2=CC(=C(C=C12)F)F)=O)=O